CC=1C2=C(OC1C(=O)N1CCN(CC1)C)C1=CC=CC=C1C(C2=O)=O 3-methyl-2-(4-methylpiperazine-1-carbonyl)naphtho[1,2-b]furan-4,5-dione